fumaric acid divinyl ester C(=C)OC(\C=C\C(=O)OC=C)=O